tert-Butyl 2-((((9H-fluoren-9-yl)methoxy) carbonyl)(methyl)amino)-3-(3,5-difluoro-4-methoxyphenyl)propanoate C1=CC=CC=2C3=CC=CC=C3C(C12)COC(=O)N(C(C(=O)OC(C)(C)C)CC1=CC(=C(C(=C1)F)OC)F)C